BrC1=CC=C(C=C1)C(C#N)=CC1=CC=CC2=CC=CC=C12 2-(4-bromophenyl)-3-(naphthalen-1-yl)acrylonitrile